C(C)(C1=CNC2=CC=C(C=C12)C)C1=CNC2=CC=C(C=C12)C 3,3'-(ethane-1,1-diyl)bis(5-methyl-1H-indole)